[N+](=O)([O-])C(C(=O)OCC)C 2-ethyl nitropropionate